4-(1-(2-methoxyethyl)piperidin-4-yl)benzoic acid COCCN1CCC(CC1)C1=CC=C(C(=O)O)C=C1